Cl.FC(OC1=CC=C(C=C1)NC1=NC=CC2=CC=CC=C12)(F)F N-(4-(trifluoromethoxy)phenyl)isoquinolin-1-amine hydrochloride